N[C@H]1C[C@H](CCC1)N1C=NC=2C=NC(=CC21)C#N 1-((1S,3R)-3-aminocyclohexyl)-1H-imidazo[4,5-c]pyridine-6-carbonitrile